4-([1,1'-biphenyl]-4-yl)-6-(4-(2-chloronaphthalen-1-yl)phenyl)-2-phenylpyrimidine C1(=CC=C(C=C1)C1=NC(=NC(=C1)C1=CC=C(C=C1)C1=C(C=CC2=CC=CC=C12)Cl)C1=CC=CC=C1)C1=CC=CC=C1